C(CCC)N(C1=NC(=CC(=N1)N1CCN(CC1)C(=O)OC(C)(C)C)NC1=CC2=C(C=N1)C=NN2C(C)C)C tert-butyl 4-(2-[butyl(methyl)amino]-6-{[1-(propan-2-yl)-1H-pyrazolo[4,3-c]pyridin-6-yl]amino}pyrimidin-4-yl)piperazine-1-carboxylate